C(C1=CC=CC=C1)N1C[C@H]([C@H](C1)O)F (3R,4S)-N-benzyl-3-fluoro-4-hydroxypyrrolidine